tert-Butyl N-[6,7-dichloro-2-(2-tetrahydropyran-2-yloxyethyl)-1H-indol-4-yl]carbamate ClC1=CC(=C2C=C(NC2=C1Cl)CCOC1OCCCC1)NC(OC(C)(C)C)=O